C([C@@H]1[C@@H]([C@@H]([C@H]([C@H](O1)OC2[C@H]([C@H](C([C@H]([C@@H]2O)O)O)O)O)O)O)O)O 3-O-alpha-D-Galactopyranosyl-D-myo-inositol